CC=1C=C(C=CC1C)NS([O-])(=O)=O.[Na+] Sodium N-(3,4-dimethylphenyl)sulfamate